6-bromo-2-methyl-4-(trifluoromethyl)benzofuran tert-Butyl-(S)-4-(2-((((9H-fluoren-9-yl)methoxy)carbonyl)amino)-3-(benzyloxy)-3-oxopropyl)-2-fluorobenzoate C(C)(C)(C)OC(C1=C(C=C(C=C1)C[C@@H](C(=O)OCC1=CC=CC=C1)NC(=O)OCC1C2=CC=CC=C2C=2C=CC=CC12)F)=O.BrC1=CC2=C(C=C(O2)C)C(=C1)C(F)(F)F